OCCN1CCCCC1 (2-hydroxyethyl)hexahydropyridine